(E)-3-(2-hydroxy-3-methoxyphenyl)-N-(4-hydroxy-phenyl)acrylic-amide OC1=C(C=CC=C1OC)/C=C/C(=O)NC1=CC=C(C=C1)O